N-(adamantan-2-yl)-4-(2-methoxy-pyridin-3-yl)-1H-pyrrole-2-carboxamide C12C(C3CC(CC(C1)C3)C2)NC(=O)C=2NC=C(C2)C=2C(=NC=CC2)OC